2-(5-bromo-6-methylpyridin-2-yl)acetic acid BrC=1C=CC(=NC1C)CC(=O)O